1-[3-(4-Chloro-2-methyl-2H-pyrazol-3-yl)-4-hydroxy-phenyl]-3-(2,4-difluoro-phenyl)-urea ClC1=C(N(N=C1)C)C=1C=C(C=CC1O)NC(=O)NC1=C(C=C(C=C1)F)F